ethyl-3-methylimidazole chloride [Cl-].C(C)C1=NC=CN1C